3-((tert-butoxycarbonyl)amino)-4-formyl-1H-pyrrole-2-carboxylic acid ethyl ester C(C)OC(=O)C=1NC=C(C1NC(=O)OC(C)(C)C)C=O